C(C)N[C@H]1C(N(CC1)C(=O)OC(C)(C)C)C tert-butyl (3R)-3-(ethylamino)-2-methylpyrrolidine-1-carboxylate